ClC1=CN=CC(=N1)C=1C=C(C=CC1)CC(C(=O)OC(C)(C)C)(C)C tert-butyl 3-(3-(6-chloropyrazin-2-yl) phenyl)-2,2-dimethylpropionate